ClC1=CC=CC=2N(C[C@@H](OC21)C)C(=O)C2=CC(=CC=1OCCOC12)N1N=C(N=C1)C(C)C [(2S)-8-chloro-2-methyl-2,3-dihydro-1,4-benzoxazin-4-yl]-[7-(3-isopropyl-1,2,4-triazol-1-yl)-2,3-dihydro-1,4-benzodioxin-5-yl]methanone